4-(Chloromethyl)-N-(2-(indolin-1-yl)ethyl)benzenesulfonamide ClCC1=CC=C(C=C1)S(=O)(=O)NCCN1CCC2=CC=CC=C12